6'-Cyclopropyl-N4-{[1-(methoxymethyl)cyclopentyl]methyl}-N4-methyl-5-nitro-5'-(trifluoromethyl)[2,3'-bipyridin]-4,6-diamine C1(CC1)C1=C(C=C(C=N1)C1=NC(=C(C(=C1)N(C)CC1(CCCC1)COC)[N+](=O)[O-])N)C(F)(F)F